(S)-2-(tert-butoxy)-2-(7-(4-chlorophenyl)-2-(3-(4-(1,1-dioxidothietan-3-yl)piperazin-1-yl)-1-methyl-1H-pyrazolo[4,3-b]pyridin-5-yl)-5-methylbenzo[d]thiazol-6-yl)acetic acid C(C)(C)(C)O[C@H](C(=O)O)C1=C(C2=C(N=C(S2)C2=CC=C3C(=N2)C(=NN3C)N3CCN(CC3)C3CS(C3)(=O)=O)C=C1C)C1=CC=C(C=C1)Cl